1,8-octane-diamine C(CCCCCCCN)N